5-(Azetidin-3-yloxy)-2-((1S,3R)-2-(3-((tert-butyldiphenylsilyl)oxy)-2,2-difluoropropyl)-3-methyl-2,3,4,9-tetrahydro-1H-pyrido[3,4-b]indol-1-yl)thiazole N1CC(C1)OC1=CN=C(S1)[C@H]1N([C@@H](CC2=C1NC1=CC=CC=C21)C)CC(CO[Si](C2=CC=CC=C2)(C2=CC=CC=C2)C(C)(C)C)(F)F